N(=[N+]=[N-])[C@@]1(C[C@H](O)[C@@H](CO)O1)N1C(=O)NC(=O)C=C1 azidodeoxyuridine